NC=1C=2N(C=C(N1)Br)C(=CN2)C=2C=C(C=CC2C)C(C(F)(F)F)(C)O 2-(3-(8-amino-6-bromoimidazo[1,2-a]pyrazin-3-yl)-4-methylphenyl)-1,1,1-trifluoropropan-2-ol